C1(=CC=C(C=C1)C(=O)OC(CCCCC)CC)C ethylhexyl p-toluate